ONC(C[C@@H](CC1=CC2=CC=CC=C2C=C1)N1N=NC(=C1)CNC(=O)C1=CC2=C(OCO2)C=C1)=O N-[[1-[(1R)-3-(hydroxyamino)-1-(2-naphthylmethyl)-3-oxo-propyl]triazol-4-yl]methyl]-1,3-benzodioxole-5-carboxamide